monohexyl-valerolactone C(CCCCC)C1C(=O)OCCC1